C1OCOCC12COCOC2 (E)-2,4,8,10-tetraoxaspiro[5.5]undecane